[Cl-].CN1CN(C=C1)CCCC 1-methyl-3-butylimidazole chloride salt